1-vinyl-N-[(1s,4s)-4-{[6-chloro-2-(trifluoromethyl)quinolin-4-yl]amino}cyclohexyl]-2-oxabicyclo[2.2.2]octane-4-carboxamide C(=C)C12OCC(CC1)(CC2)C(=O)NC2CCC(CC2)NC2=CC(=NC1=CC=C(C=C21)Cl)C(F)(F)F